naphthalene-1,5-dicarboxylic acid anhydride C12=CC=CC=3C(=CC=CC13)C(=O)OC2=O